ClC(C(F)(F)Cl)(F)F dichloro-1,1,2,2-tetrafluoroethane